N-(4-(1-(3-(trifluoromethyl)-7,8-dihydro-[1,2,4]triazolo[4,3-b]pyridazin-6-yl)piperidin-4-yl)phenyl)pyridine FC(C1=NN=C2N1N=C(CC2)N2CCC(CC2)C2=CC=C(C=C2)N2CC=CC=C2)(F)F